ClC1=C(C=CC=C1C1=C(C(=NC=C1)C=1C=NC2=CC(=CC=C2C1)CNC[C@@H]1NC(CC1)=O)Cl)C1=CC=C(C(=N1)OC)CNC[C@@H]1CCC(N1)=O (S)-5-((((6-(2-chloro-3-(3-chloro-2-(7-(((((R)-5-oxopyrrolidin-2-yl)methyl)amino)methyl)quinolin-3-yl)pyridin-4-yl)phenyl)-2-methoxypyridin-3-yl)methyl)amino)methyl)pyrrolidin-2-one